ClC1=C(C=CC=C1OC)OC 2-chloro-1,3-dimethoxybenzene